7,9-bis(4-dibenzofuran-4-ylphenyl)-3-phenyl-pyrido[1,2-a][1,3,5]-triazine-2,4-dione C1=CC=C(C=2OC3=C(C21)C=CC=C3)C3=CC=C(C=C3)C=3C=C(C=2N(C(N(C(N2)=O)C2=CC=CC=C2)=O)C3)C3=CC=C(C=C3)C3=CC=CC2=C3OC3=C2C=CC=C3